(2S,3S)-((ethoxycarbonyl)oxy)methyl 3-((5-fluoro-2-(2-fluoro-5-trityl-5H-pyrrolo[2,3-b]pyrazin-7-yl)-6-(thiophen-2-yl)pyrimidin-4-yl)amino)bicyclo[2.2.2]octane-2-carboxylate FC=1C(=NC(=NC1C=1SC=CC1)C1=CN(C2=NC=C(N=C21)F)C(C2=CC=CC=C2)(C2=CC=CC=C2)C2=CC=CC=C2)N[C@@H]2[C@H](C1CCC2CC1)C(=O)OCOC(=O)OCC